3-(2,6-dichloro-benzyloxy)-5-pyrimidin-5-yl-pyridin-2-ylamine ClC1=C(COC=2C(=NC=C(C2)C=2C=NC=NC2)N)C(=CC=C1)Cl